4-(3-isopropoxy-4-nitro-1H-pyrazol-1-yl)cyclohexan-1-one C(C)(C)OC1=NN(C=C1[N+](=O)[O-])C1CCC(CC1)=O